4-(3-Methoxy-4-{[2-(trifluoromethoxy)phenyl]methoxy}phenyl)-2H,4H,5H,6H,7H-pyrazolo[3,4-b]pyridin-6-one COC=1C=C(C=CC1OCC1=C(C=CC=C1)OC(F)(F)F)C1C=2C(NC(C1)=O)=NNC2